FC=1C=C(CN2C(C3=CC=C(C=C3C(C23CCCC3)C(=O)O)C3=C(C=CC=C3)OC)=O)C=CC1C(F)(F)F 2'-(3-fluoro-4-(trifluoromethyl)benzyl)-6'-(2-methoxyphenyl)-1'-oxo-1',4'-dihydro-2'H-spiro[cyclopentane-1,3'-isoquinoline]-4'-carboxylic acid